N-(3-Chloro-5-(trifluoromethyl)pyridin-2-yl)-2-(3,3-difluorocyclopentyl)-2-(4-(2-methyl-2H-tetrazol-5-yl)phenyl)acetamide ClC=1C(=NC=C(C1)C(F)(F)F)NC(C(C1=CC=C(C=C1)C=1N=NN(N1)C)C1CC(CC1)(F)F)=O